C(#N)C1=C(C=CC(=C1)C(F)(F)F)N1CCC(CC1)(C(=O)N[C@H]1CN(CC1)C)C=1C=CC(=NC1)C1=NC=CC=C1C 1-[2-cyano-4-(trifluoromethyl)phenyl]-4-{3'-methyl-[2,2'-bipyridin]-5-yl}-N-[(3R)-1-methylpyrrolidin-3-yl]piperidine-4-carboxamide